3-amino-N-(6-(4-isopropyl-4H-1,2,4-triazol-3-yl)pyridin-2-yl)-5-(1-methyl-1H-pyrazol-4-yl)-1H-indazole-1-carboxamide NC1=NN(C2=CC=C(C=C12)C=1C=NN(C1)C)C(=O)NC1=NC(=CC=C1)C1=NN=CN1C(C)C